N-(4-((4-([1,2,4]triazolo[1,5-a]pyridin-7-yloxy)-5-fluoro-2-methoxyphenyl)amino)-7-methoxyquinazolin-6-yl)-2-fluoro-3-(pyrrolidin-2-yl)acrylamide N=1C=NN2C1C=C(C=C2)OC2=CC(=C(C=C2F)NC2=NC=NC1=CC(=C(C=C21)NC(C(=CC2NCCC2)F)=O)OC)OC